BrC1=CC2=C(N(N=N2)C2CC(C2)(F)F)C=C1 5-bromo-1-(3,3-difluorocyclobutyl)-1H-benzo[d][1,2,3]triazole